3-methylsuccinic acid diethyl ester C(C)OC(CC(C(=O)OCC)C)=O